7-amino-4-(1-methyl-1H-indazol-6-yl)-2-[2-(1,3-thiazol-2-yl)prop-2-en-1-yl]-2,3-dihydro-1H-isoindol-1-one NC=1C=CC(=C2CN(C(C12)=O)CC(=C)C=1SC=CN1)C1=CC=C2C=NN(C2=C1)C